C(CCC)C1=NNC(=C1O)CCC Butyl-4-hydroxy-5-n-propyl-pyrazol